bis(1-methylbutyl)carbodiimide CC(CCC)N=C=NC(CCC)C